C1(=CC=CC=C1)C1=NC(=CC(=N1)C=1C=C(C=C(C1)N1C2=CC=CC=C2C=2C=C(C=CC12)C1=CC=CC2=C1SC1=C2C=CC=C1)N1C2=CC=CC=C2C=2C=C(C=CC12)C1=CC=CC2=C1SC1=C2C=CC=C1)C1=CC=CC=C1 9,9'-(5-(2,6-diphenylpyrimidin-4-yl)-1,3-phenylene)bis(3-(dibenzo[b,d]thiophen-4-yl)-9H-carbazole)